2-(2-hydroxy-prop-2-yl)-6-(3-methoxybenzyl)-4-methyl-4H-thiazolo[5',4':4,5]pyrrolo[2,3-d]pyridazin-5(6H)-one OC(C)(C)C=1SC2=C(N(C=3C(N(N=CC32)CC3=CC(=CC=C3)OC)=O)C)N1